2-[(7S)-9-(4-chlorophenyl)-3-methyl-5-oxa-4,8-diazatricyclo[8.4.0.02,6]tetradeca-1(10),2(6),3,8,11,13-hexaen-7-yl]acetic acid ClC1=CC=C(C=C1)C1=N[C@H](C=2ON=C(C2C=2C=CC=CC12)C)CC(=O)O